tert-butyl N-(4-azidocyclohexyl)-N-methyl-carbamate N(=[N+]=[N-])C1CCC(CC1)N(C(OC(C)(C)C)=O)C